OC1(OC2=CC=CC=C2C(=C1NC(C)=O)C1=CC=C(C=C1)C)C(F)(F)F N-(2-Hydroxy-4-(p-tolyl)-2-(trifluoromethyl)-2H-chromen-3-yl)acetamide